CN1N=CC2=C1N=CN(C2=O)NC2=CC(=CC=C2)C 1-methyl-5-(3-methylanilino)-1,5-dihydro-4H-pyrazolo[3,4-d]pyrimidine-4-one